ClC1=CC=C(CNCC=2SC(=CC2)[N+](=O)[O-])C=C1 N-(4-chlorobenzyl)-1-(5-nitrothiophen-2-yl)methylamine